{5-[3-(azetidin-1-yl)propyl]-2-oxo-4-(trifluoromethyl)pyridin-1-yl}(5-bromo-2-fluorophenyl)acetic acid N1(CCC1)CCCC=1C(=CC(N(C1)C(C(=O)O)C1=C(C=CC(=C1)Br)F)=O)C(F)(F)F